2-{[(1S)-1-(4-{4-[4-(3-chloropropanoyl)piperazin-1-yl]tetrahydro-2H-pyran-4-yl}phenyl)ethyl]amino}-8-(propan-2-yl)pyrido[2,3-d]pyrimidin-7(8H)-one ClCCC(=O)N1CCN(CC1)C1(CCOCC1)C1=CC=C(C=C1)[C@H](C)NC=1N=CC2=C(N1)N(C(C=C2)=O)C(C)C